2,4-dichloro-N-((5-ethynylthiophen-2-yl)sulfonyl)benzamide ClC1=C(C(=O)NS(=O)(=O)C=2SC(=CC2)C#C)C=CC(=C1)Cl